C(C=CC(=O)O)(=O)O butendioic acid